4-(1-(3,4-difluoro-5-(methoxymethoxy)phenyl)-1H-indazol-5-yl)-4-(hydroxymethyl)piperidine-1-carboxylic acid tert-butyl ester C(C)(C)(C)OC(=O)N1CCC(CC1)(CO)C=1C=C2C=NN(C2=CC1)C1=CC(=C(C(=C1)OCOC)F)F